CC=1C(N(CC1)S(=O)(=O)C1=CC=C(C)C=C1)C(=O)OCC ethyl 3-methyl-1-p-toluenesulfonyl-2,5-dihydro-1H-pyrrole-2-carboxylate